3-(6-oxo-1'-(quinolin-6-ylmethyl)-6,8-dihydro-2H,7H-spiro[furo[2,3-e]isoindole-3,4'-piperidin]-7-yl)piperidine-2,6-dione O=C1N(CC2=C3C(=CC=C12)C1(CCN(CC1)CC=1C=C2C=CC=NC2=CC1)CO3)C3C(NC(CC3)=O)=O